N-(3-(4-(4-Aminoimidazo[2,1-f][1,2,4]triazin-7-yl)-1H-pyrazol-1-yl)-4-Methylphenyl)-3-chloro-2-fluorobenzamide NC1=NC=NN2C1=NC=C2C=2C=NN(C2)C=2C=C(C=CC2C)NC(C2=C(C(=CC=C2)Cl)F)=O